(1-(pyridin-2-yl)piperidin-4-yl)methylamine N1=C(C=CC=C1)N1CCC(CC1)CN